3-[2-[4-(8-chloro-5-cyclopropyl-4-oxo-chromen-2-yl)phenoxy]ethoxy]cyclobutanecarboxylic acid ClC=1C=CC(=C2C(C=C(OC12)C1=CC=C(OCCOC2CC(C2)C(=O)O)C=C1)=O)C1CC1